C1(CC1)OC(=O)N1CCCC2=NC(=CC=C12)C(C)NC(C1=CC(=CC=C1)C#N)=O Cyclopropyl-6-(1-(3-cyanobenzamido)ethyl)-3,4-dihydro-1,5-naphthyridin-1(2H)-carboxylat